7-bromo-5-fluoro-N-((3R,4R)-3-fluoropiperidin-4-yl)pyrrolo[2,1-f][1,2,4]triazin-2-amine 2,2,2-trifluoroacetate FC(C(=O)O)(F)F.BrC1=CC(=C2C=NC(=NN21)N[C@H]2[C@@H](CNCC2)F)F